6-(1-methyl-1H-pyrazol-4-yl)-3-piperazin-1-ylpyrazolo[1,5-a]pyridine dihydrochloride Cl.Cl.CN1N=CC(=C1)C=1C=CC=2N(C1)N=CC2N2CCNCC2